4-((3-fluoropyridin-2-yl)thio)-6-(5-methyl-1-((1s,4s)-4-((pyridin-2-ylmethyl)amino)cyclohex-yl)-1H-pyrazol-4-yl)pyrazolo[1,5-a]pyridine-3-carbonitrile FC=1C(=NC=CC1)SC=1C=2N(C=C(C1)C=1C=NN(C1C)C1CCC(CC1)NCC1=NC=CC=C1)N=CC2C#N